BrC1=NN(C(=N1)C=O)CC bromo-1-ethyl-1H-1,2,4-triazole-5-carbaldehyde